FC1=CC=C2C=NN(C2=C1)CCO 2-(6-fluoro-1H-indazol-1-yl)ethan-1-ol